N=1NN=NC1CCN1C([C@@H](N=C(C2=C1C=CC(=C2)Cl)C2=CC=CC=C2)C(C)C)=O (S)-1-(2-(2H-tetrazol-5-yl)ethyl)-7-chloro-3-isopropyl-5-phenyl-1,3-dihydro-2H-benzo[e][1,4]-diazepin-2-one